(R)-1-(3-(1-(4-(2-fluoro-3-methoxyphenoxy)phenyl)-5,8-dimethylimidazo[1,5-a]pyrazin-3-yl)pyrrolidin-1-yl)prop-2-en-1-one FC1=C(OC2=CC=C(C=C2)C=2N=C(N3C2C(=NC=C3C)C)[C@H]3CN(CC3)C(C=C)=O)C=CC=C1OC